CN1C2=C(N3C1CNCC3)N=CC(=C2)C(F)(F)F 5-methyl-3-(trifluoromethyl)-5a,6,8,9-tetrahydropyrido[3',2':4,5]imidazo[1,2-a]pyrazin